[NH4+].C(C)O.C(C)O.C(C)O triethanol ammonium salt